FC1(CN(CC1)C=1OC(=C(N1)C(=O)NC1=CC(=C(C=C1)N1CCCCC1)F)C)F 2-(3,3-difluoropyrrolidin-1-yl)-N-(3-fluoro-4-(piperidin-1-yl)phenyl)-5-methyl-oxazole-4-carboxamide